4-chloro-6-fluoro-2-methyl-phthalazin-1-one ClC1=NN(C(C2=CC=C(C=C12)F)=O)C